4-{[5-(benzyloxy)-3-methylidenepentyl]oxy}-5-bromo-1,3-dihydro-2-benzofuran-1-one C(C1=CC=CC=C1)OCCC(CCOC1=C(C=CC=2C(OCC21)=O)Br)=C